COC(=O)C=1N=NNC1OC1=CC=C(C=C1)Br 5-(4-bromophenoxy)-1H-1,2,3-triazole-4-carboxylic acid methyl ester